C(C)(C)(C)OC(=O)N(CC)CC1=C(OC(C)C)C=CC(=C1C#N)F 2-(2-(((tert-butoxycarbonyl)(ethyl)amino)methyl)-3-cyano-4-fluorophenoxy)propane